C(C)OC1=NC(=NC=C1)NC1CCC(CC1)OC1=C2C=CC=NC2=CC(=N1)N1CCOCC1 ethoxy-N-((1s,4s)-4-((7-morpholino-1,6-naphthyridin-5-yl)oxy)cyclohexyl)pyrimidin-2-amine